NC1=NC(=NN1C)C1=CC=C(C=O)C=C1 4-(5-amino-1-methyl-1,2,4-triazol-3-yl)benzaldehyde